CC1=C(C(=CC(=C1)C)C)SCl 2,4,6-trimethylbenzenesulfenyl chloride